C(C1=CC=C(C(=O)O)C=C1)(=O)O.CC(C)C 2-methylpropane terephthalate